FC(OC1=CC2=C(N=C(O2)C=2C(=C(C=CC2)C2=C(C(=CC=C2)C=2OC3=C(N2)C=C(C=C3C(F)(F)F)CN3CCCC3)C)C)C=C1CN1[C@@H](CCC1)C(=O)O)F ((6-(difluoromethoxy)-2-(2,2'-dimethyl-3'-(5-(pyrrolidin-1-ylmethyl)-7-(trifluoromethyl)benzo[d]oxazol-2-yl)-[1,1'-biphenyl]-3-yl)benzo[d]oxazol-5-yl)methyl)-L-proline